1-[(5-Fluoro-3-pyridyl)methyl]-6-[4-fluoro-3-(trifluoromethyl)phenyl]pyrazolo[4,3-b]pyridine FC=1C=C(C=NC1)CN1N=CC2=NC=C(C=C21)C2=CC(=C(C=C2)F)C(F)(F)F